C1(CC1)[C@H]([C@@H](C(=O)O)C)C1=CC=C2CC[C@@H](OC2=C1)C1CCNCC1 (2S,3R)-3-cyclopropyl-2-methyl-3-((R)-2-(piperidin-4-yl)chroman-7-yl)-propionic acid